COC1=CC=C(CNC2=CC=C(N=N2)C=O)C=C1 6-(4-methoxybenzylamino)pyridazine-3-carbaldehyde